1,4-bis(2-hydroxyethyl)-amino-2-nitrobenzene OCCC1=C(C(=C(C=C1)CCO)N)[N+](=O)[O-]